1-(3-fluoro-5-formyl-4-hydroxyphenyl)-3-(4-(pyrrolidin-1-yl)phenyl)urea FC=1C=C(C=C(C1O)C=O)NC(=O)NC1=CC=C(C=C1)N1CCCC1